NC=1C(=CC2=CC3=C(OCCOCCOCCO3)C=C2C1)C(C)(C)O 2-(14-Amino-2,3,5,6,8,9-hexahydronaphtho[2,3-b][1,4,7,10]tetraoxacyclododecin-13-yl)propan-2-ol